The molecule is a phenol having a hydroxymethyl group at C-2 and a 1-hydroxy-2-{[6-(4-phenylbutoxy)hexyl]amino}ethyl group at C-4; derivative of phenylethanolamine. It is a member of phenols, an ether, a secondary alcohol, a primary alcohol and a secondary amino compound. It derives from a phenylethanolamine. C1=CC=C(C=C1)CCCCOCCCCCCNCC(C2=CC(=C(C=C2)O)CO)O